ClCC1=C(C(=C(C(=C1[2H])[2H])[2H])[2H])[2H] 1-(chloromethyl)benzene-2,3,4,5,6-d5